S(SCC(C(=O)N)NC(C=C)=O)CC(C(=O)N)NC(C=C)=O 3,3'-disulfanediyl-bis(2-acrylamidopropanamide)